C(C)OC(C(C)(C)OC1=C(C=C(C=C1C)CN1C(N(CC1(C)C)C1=CC=C(C=C1)CC)=O)C)=O 2-(4-((3-(4-Ethylphenyl)-5,5-dimethyl-2-oxoimidazolin-1-yl)methyl)-2,6-dimethylphenoxy)-2-methylpropanoic acid ethyl ester